The molecule is an organic heterotetracyclic compound consisting of a benzo[a]pyrimido[2,1,6-cd]pyrrolizine ring system having amino substituents at the 2- and 9-positions, trimethylsilyl substituents at the 5- and 7-positions and cyano substituents at the 3-, 4- and 8-postions. C[Si](C)(C)C1=C(C(=C2C(=C1)C3=C(C(=C4N3C2=NC(=C4C#N)N)C#N)[Si](C)(C)C)N)C#N